N-(3,5-difluorophenyl)-N-methyl-3-(2-(pyridin-2-yl)vinyl)-1H-indazol-5-amine FC=1C=C(C=C(C1)F)N(C=1C=C2C(=NNC2=CC1)C=CC1=NC=CC=C1)C